C12(CC3CC(CC(C1)C3)C2)NC(CCCCCCCCCCNC(CCCCCCCCCCN)=O)=O N-((1r,3R,5S)-adamantan-1-yl)-11-(11-aminoundecamido)undecanamide